trimethyl((4-(methylthio)phenyl)ethynyl)silane C[Si](C#CC1=CC=C(C=C1)SC)(C)C